5-{5-[(7-ethyl-6-oxo-5H-1,5-naphthyridin-3-yl)methyl]-2,5-diazabicyclo[4.1.0]heptan-2-yl}-N-methylpyridine-2-carboxamide C(C)C=1C(NC=2C=C(C=NC2C1)CN1CCN(C2CC12)C=1C=CC(=NC1)C(=O)NC)=O